FC1=C(C=CC=C1)CC(=O)NC=1N=NC(=CC1)N1CCC(CC1)C=1SC(=NN1)NC(CC1=NC=CC=C1)=O 2-(2-Fluorophenyl)-N-(6-(4-(5-(2-(pyridin-2-yl)acetamido)-1,3,4-thiadiazol-2-yl)piperidin-1-yl)pyridazin-3-yl)acetamide